5-Cyclopropyl-3-[[1-(3,3-difluoropropyl)-5-methyl-pyrazol-4-yl]amino]-6-(3-methylimidazo[4,5-c]pyridin-7-yl)pyrazin-2-carboxamid C1(CC1)C=1N=C(C(=NC1C=1C2=C(C=NC1)N(C=N2)C)C(=O)N)NC=2C=NN(C2C)CCC(F)F